C(CCCC\C=C/CC)=O (z)-non-6-ene-1-al